methyl (R)-4-((1-(3-bromobenzyl) pyrrolidine-2-carboxamido) methyl)-2-methoxybenzoate BrC=1C=C(CN2[C@H](CCC2)C(=O)NCC2=CC(=C(C(=O)OC)C=C2)OC)C=CC1